Cl.FC1CC(C1)N (1r,3r)-3-fluorocyclobutylamine hydrochloride